4-(2-bromo-4-(2-((2-chloro-4-(trifluoromethyl)phenyl)amino)-2-oxoethyl)-5-ethyl-7-oxo-4,7-dihydro-[1,2,4]triazolo[1,5-a]pyrimidin-6-yl)piperazine BrC1=NN2C(N(C(=C(C2=O)N2CCNCC2)CC)CC(=O)NC2=C(C=C(C=C2)C(F)(F)F)Cl)=N1